COC1=NC2=CC=C(C=C2C=C1)C1=CN=CC=2C(CCCC12)NC(CC)=O N-(4-(2-methoxyquinolin-6-yl)-5,6,7,8-tetrahydroisoquinolin-8-yl)propanamide